(cis)-methyl 6-(1-((3-(tert-butoxycarbonyl)cyclobutyl)-sulfonyl)piperidin-4-yl)-4-(2-chloro-3,4-difluorophenyl)-2-(thiazol-2-yl)-1,4-dihydropyrimidine-5-carboxylate C(C)(C)(C)OC(=O)[C@H]1C[C@H](C1)S(=O)(=O)N1CCC(CC1)C1=C(C(N=C(N1)C=1SC=CN1)C1=C(C(=C(C=C1)F)F)Cl)C(=O)OC